C1(CCCCC1)CN1N=CC(=C1)C(=O)O 1-(cyclohexylmethyl)-1H-pyrazole-4-carboxylic acid